BrC1=CC(=CN2C1=NC(=C(C2=O)C)N2CCC(CC2)(C)C)C 9-bromo-2-(4,4-dimethylpiperidin-1-yl)-3,7-dimethyl-4H-pyrido[1,2-a]pyrimidin-4-one